C1(CCCCC1)CC1=CC(=CC(N1O)=O)C 6-(cyclohexylmethyl)-1-hydroxy-4-methyl-2(1H)-Pyridinone